O=S1(N(CCCC1)C1CCN(CC1)C=1C=CC(=C2C=C(N=CC12)NC1=NC(=NC=C1)N1C[C@@H]([C@@H](CC1)OC)F)[C@@H]1N(CCC1)C(C=C)=O)=O 1-((R)-2-(8-(4-(1,1-dioxido-1,2-thiazinan-2-yl)piperidin-1-yl)-3-((2-((3S,4R)-3-fluoro-4-methoxypiperidin-1-yl)pyrimidin-4-yl)amino)isoquinolin-5-yl)pyrrolidin-1-yl)prop-2-en-1-one